OCCOC1=NC=CC(=C1)NC(O[C@H](C)[C@H](C)OC1=CC2=C(N=C(S2)C2=C3N=CC(=NC3=CC(=C2)C)OC)C=C1F)=O (2R,3S)-3-((5-fluoro-2-(2-methoxy-7-methylquinoxalin-5-yl)benzo[d]thiazol-6-yl)oxy)butan-2-yl (2-(2-hydroxyethoxy) pyridin-4-yl)carbamate